ortho-nitrotrifluoromethylbenzene [N+](=O)([O-])C1=C(C=CC=C1)C(F)(F)F